NC1=NC=2C=CC=CC2C2=C1N=C(N2CC2=CC=C(CNC(OCCNC(C(=C)C)=O)=O)C=C2)C(C)CC 2-methacrylamidoethyl 4-((4-amino-2-sec-butyl-1H-imidazo[4,5-c]quinolin-1-yl)methyl)benzylcarbamate